C(=O)(O)C=1C=C(C=CC1C)OC m-carboxy-p-methylanisole